C(C=C)OC1=C(C=O)C=CC=C1C 2-(allyloxy)-3-methylbenzaldehyde